NC=1C=CC2=C(N=C(O2)C2=CC=C(C=C2)C=2OC3=C(N2)C=C(C=C3)N)C1 1,4-bis(5-amino-2-benzoxazolyl)benzene